NC=1C=C(C=CC1[N+](=O)[O-])N1CCN(CC1)CCNCC1C2CN(CC12)C=1C=C2C(N(C(C2=CC1F)=O)C1C(NC(CC1)=O)=O)=O 5-(6-(((2-(4-(3-amino-4-nitrophenyl)piperazin-1-yl)ethyl)amino)methyl)-3-azabicyclo[3.1.0]hexan-3-yl)-2-(2,6-dioxopiperidin-3-yl)-6-fluoroisoindoline-1,3-dione